C1(CCCCC1)CC(=O)Cl 2-cyclohexylacetyl chloride